O=C1NC(CCC1N1C(C2=CC=C(C=C2C1)SCC(=O)N1CCN(CC1)C1CCN(CC1)C=1C(=CC2=C(C(C=3NC4=CC(=CC=C4C3C2=O)C#N)(C)C)C1)CC)=O)=O 8-(4-(4-(2-((2-(2,6-dioxopiperidin-3-yl)-1-oxoisoindolin-5-yl)thio)acetyl)piperazin-1-yl)piperidin-1-yl)-9-ethyl-6,6-dimethyl-11-oxo-6,11-dihydro-5H-benzo[b]carbazole-3-carbonitrile